C12CN(CC(CC1)N2)C2=NC(=NC1=C(C(=CC=C21)C2=CC(=CC1=CC=CC=C21)O)F)OC[C@H]2N(CCC2)C 4-(4-(3,8-diazabicyclo[3.2.1]octan-3-yl)-8-fluoro-2-(((S)-1-methylpyrrolidin-2-yl)methoxy)quinazolin-7-yl)naphthalen-2-ol